N1(CCC1)CC1(CC1)COC1=NC=2C(=C(C3=C(C2C=N1)COC3)C3=NC=C(C1=C3C(=C(S1)NC(OC(C)(C)C)=O)C#N)F)F tert-Butyl (4-(3-((1-(azetidin-1-ylmethyl)cyclopropyl)meth-oxy)-5-fluoro-7,9-dihydrofuro[3,4-f]quinazolin-6-yl)-3-cyano-7-fluorothieno[3,2-c]pyridin-2-yl)carbamate